COC(=O)C1=CC=2C(=[N+](C=CC2)[O-])N1 2-(Methoxycarbonyl)-1H-pyrrolo[2,3-b]pyridine 7-oxide